C(C)N1C(=NC2=NC(=C(C=C21)C2=NN=NN2)OC)C(O)(C=2SC=CC2)C2=CC=CC=C2 [1-ethyl-5-methoxy-6-(1H-1,2,3,4-tetrazol-5-yl)-1H-imidazo[4,5-b]pyridin-2-yl](phenyl)(thiophen-2-yl)methanol